N-(4-fluorobenzyl)-4,5-dimethoxy-4'-(trifluoromethyl)-[1,1'-biphenyl]-2-sulfonamide FC1=CC=C(CNS(=O)(=O)C=2C(=CC(=C(C2)OC)OC)C2=CC=C(C=C2)C(F)(F)F)C=C1